CN(CCNC)C N,N,N'-trimethyl-1,2-ethylenediamine